C(COCNCCCCCCNCOCCC=C(C(=O)[O-])C)C=C(C(=O)[O-])C 3,14-dioxa-5,12-diazahexadecan-1,16-diyl-bis(2-methylacrylat)